C(C)(=O)C1=NN(C2=C(C=C(C=C12)C=1C=NC(=NC1)C)C)CC(=O)N1[C@@H]2C[C@@]2(C[C@H]1C(=O)NCC)C (1R,3S,5R)-2-(2-(3-acetyl-7-methyl-5-(2-methylpyrimidin-5-yl)-1H-indazol-1-yl)acetyl)-N-ethyl-5-methyl-2-azabicyclo[3.1.0]hexane-3-carboxamide